Cl.C1(CCCC1)N1C(C(=CC2=C1N=C(N=C2)NC2=NC=C(C=C2)N2CCNCC2)CC)=O 8-Cyclopentyl-6-ethyl-2-(5-piperazin-1-yl-pyridin-2-ylamino)-8H-pyrido[2,3-d]pyrimidin-7-one hydrochloride